trans-4-(aminomethyl)-N-(2-(4-chloro-3-fluorophenoxy)ethyl)cyclohexan-1-amine 2,2,2-trifluoroacetate FC(C(=O)O)(F)F.NC[C@@H]1CC[C@H](CC1)NCCOC1=CC(=C(C=C1)Cl)F